4-((2-(3-aminoisoxazol-5-yl)phenoxy)methyl)piperidine-1-carboxylic acid tert-butyl ester C(C)(C)(C)OC(=O)N1CCC(CC1)COC1=C(C=CC=C1)C1=CC(=NO1)N